(R)-5-(3-aminopiperidin-1-yl)-N-(2-methoxy-4-(piperazin-1-yl)phenyl)pyrazolo[1,5-a]pyrimidine-3-carboxamide N[C@H]1CN(CCC1)C1=NC=2N(C=C1)N=CC2C(=O)NC2=C(C=C(C=C2)N2CCNCC2)OC